cyanopropan C(#N)CCC